C1(CC1)C=1C(=C2C=CN(C2=C(C1)C)S(=O)(=O)C1=CC=C(C)C=C1)CO (5-cyclopropyl-7-methyl-1-tosyl-1H-indol-4-yl)methanol